ClC1=C(C=CC(=C1)F)C1(CC1)/C(/N)=N/OC(=O)C1=NNC(=C1C)C (Z)-1-(2-chloro-4-fluorophenyl)-N'-((4,5-dimethyl-1H-pyrazole-3-carbonyl)oxy)cyclopropane-1-carboximidamide